benzylphenyl ether sulfate salt S(=O)(=O)(O)O.C(C1=CC=CC=C1)OC1=CC=CC=C1